rac-(6S)-6-tert-butyl-N-[rac-(1R)-3-(4-cyanopiperidin-1-ium-1-yl)-1-[4-(6-oxo-1H-pyridin-3-yl)phenyl]propyl]-5,6,7,8-tetrahydrothieno[2,3-b]quinoline-2-carboxamide C(C)(C)(C)[C@@H]1CC=2C=C3C(=NC2CC1)SC(=C3)C(=O)N[C@H](CC[NH+]3CCC(CC3)C#N)C3=CC=C(C=C3)C3=CNC(C=C3)=O |r|